2,5-dibromo-3-(2-(2-methoxyethoxy)ethoxy)thiophene BrC=1SC(=CC1OCCOCCOC)Br